C1(CC(C2=CC=C3C(=C12)C=CC=C3)=O)=O benzoindane-1,3-dione